6-amino-5-(2,3-dichlorophenyl)-2-(5-oxo-5,7-dihydrospiro[cyclopenta[c]pyridine-6,4'-piperidin]-1'-yl)pyrimidine-4-carbonitrile NC1=C(C(=NC(=N1)N1CCC2(CC1)C(C1=C(C=NC=C1)C2)=O)C#N)C2=C(C(=CC=C2)Cl)Cl